(4-methoxy-1-naphthyl)methane COC1=CC=C(C2=CC=CC=C12)C